N-[1-(5-{2-[(dimethylamino)methyl]phenyl}-4-methyl-2-thienyl)ethyl]-6,7-dimethoxy-2-methylquinazolin-4-amine CN(C)CC1=C(C=CC=C1)C1=C(C=C(S1)C(C)NC1=NC(=NC2=CC(=C(C=C12)OC)OC)C)C